5-(benzo[d][1,3]dioxol-5-yl)-1-(4-(5-chloropyrimidin-2-yl)piperazin-1-yl)penta-2,4-dien-1-one O1COC2=C1C=CC(=C2)C=CC=CC(=O)N2CCN(CC2)C2=NC=C(C=N2)Cl